3-chloro-1-(3,6-dichloropyridazin-4-yl)propan-1-ol ClCCC(O)C1=C(N=NC(=C1)Cl)Cl